ethyl 2-(bicyclo[4.2.0]octan-1(6),2,4-trien-3-yl)acetate C1=2C=C(C=CC2CC1)CC(=O)OCC